C(=O)(OCC1C2=CC=CC=C2C2=CC=CC=C12)N([C@@H](CCCNC(N)=N)C(=O)O)S(=O)(=O)C1=C(C(=C2C(CC(O2)(C)C)C1C)C)C fmoc-2,2,4,6,7-pentamethyldihydrobenzofuran-5-sulfonyl-L-arginine